CC1=NOC(=C1NC(=O)O[C@H](C)C=1C=NC=CC1)C1=CC=C(OC[C@@H]2[C@H](CCCC2)C(=O)O)C=C1 (1S,2S)-2-((4-(3-methyl-4-((((R)-1-(pyridin-3-yl)ethoxy)carbonyl)amino)isoxazol-5-yl)phenoxy)methyl)cyclohexane-1-carboxylic acid